C(C)(C)C1=CC(=NC(=C1)C)C 4-isopropyl-2,6-lutidine